[Ti].[In] Indium-titanium